O1CCOC12CCC(CC2)C=2C(=NC=CC2)O (1,4-dioxaspiro[4.5]decan-8-yl)pyridin-2-ol